2-[2-(cyclopropylmethylamino)-4-pyridyl]oxazole-4-carboxamide C1(CC1)CNC1=NC=CC(=C1)C=1OC=C(N1)C(=O)N